D-glucopyranose Benzyl-((2S,3S)-1-(azetidin-1-ylcarbonyl)-2-(3-bromobenzyl)pyrrolidin-3-yl)carbamate C(C1=CC=CC=C1)N(C(O)=O)[C@@H]1[C@@H](N(CC1)C(=O)N1CCC1)CC1=CC(=CC=C1)Br.OC1[C@H](O)[C@@H](O)[C@H](O)[C@H](O1)CO